(S)-1'-(6-amino-5-((2-amino-3-chloropyridin-4-yl)thio)pyrazin-2-yl)-5,6-difluoro-1,3-dihydrospiro[indene-2,4'-piperidin]-1-amine NC1=C(N=CC(=N1)N1CCC2(CC1)[C@@H](C1=CC(=C(C=C1C2)F)F)N)SC2=C(C(=NC=C2)N)Cl